(+/-)-((cis)-3-aminocyclohexyl)carbamic acid tert-butyl ester C(C)(C)(C)OC(N[C@@H]1C[C@@H](CCC1)N)=O |r|